BrC1=C(N=C2C(=CC=NC2=C1)O)Cl 7-bromo-6-chloro-4-hydroxy-1,5-naphthyridin